FC1=C(C=C(C(=C1)C)C=1N=NC=CC1)NC(=O)N1CCOC2=C(C1C)N=CC=C2 N-(2-fluoro-4-methyl-5-(pyridazin-3-yl)phenyl)-5-methyl-2,3-dihydropyrido[2,3-f][1,4]oxazepin-4(5H)-carboxamide